O=C1C(=CNC(=C1)C1=CC=C(C=C1)N1CCCC1)C(=O)O 4-oxo-6-(4-(pyrrolidin-1-yl)phenyl)-1,4-dihydropyridine-3-carboxylic acid